(3-exo)-3-((4-((5-methylthioazole-2-yl)amino)quinazolin-2-yl)amino)-8-azabicyclo[3.2.1]oct-8-yl-2-morpholinoethane-1-one CSC1=CC=C(N1)NC1=NC(=NC2=CC=CC=C12)NC1CC2CCC(C1)N2C(CN2CCOCC2)=O